N1N=CC(=C1)C1=CC=C(C=C1)N1C(N(C2(CC2)C1)CC1=CC(=C(C=C1)F)OC)=O 6-(4-(1H-pyrazol-4-yl)phenyl)-4-(4-fluoro-3-methoxybenzyl)-4,6-diazaspiro[2.4]heptan-5-one